C1(=CC=C(C=C1)NC(C(=O)O)=O)C1=CC=CC=C1 2-([1,1'-biphenyl]-4-ylamino)-2-oxoacetic acid